C(C)[C@@H]1N(C[C@H](N(C1)C(C)C=1C=C2N=C(C=NC2=CC1)C)CC)C=1C=2C(N(C(C1)=O)C)=CNN2 7-((2S,5R)-2,5-diethyl-4-(1-(3-methylquinoxalin-6-yl)ethyl)piperazin-1-yl)-4-methyl-2,4-dihydro-5H-pyrazolo[4,3-b]pyridin-5-one